5,7,4'-trihydroxyflavan-3-ol OC1=C2CC(C(OC2=CC(=C1)O)C1=CC=C(C=C1)O)O